FN1[C@@]2(CN(C[C@H]1CC2)C2=CC=NC=C2)C 8-fluoro-4-((1s,5r)-1-methyl-3,8-diazabicyclo[3.2.1]oct-3-yl)pyridin